C(C)OC(=O)C=1[C@@H](N=C(NC1C)C=1SC=CN1)C1=C(C=C(C=C1)F)Cl (R)-4-(2-chloro-4-fluorophenyl)-6-methyl-2-(thiazol-2-yl)-1,4-dihydropyrimidine-5-carboxylic acid ethyl ester